N-(4-(2-(((1r,4r)-4-aminocyclohexyl)amino)-8-ethylquinazolin-6-yl)-3-methylphenyl)-2-(trifluoromethoxy)benzenesulfonamide, formate salt C(=O)O.NC1CCC(CC1)NC1=NC2=C(C=C(C=C2C=N1)C1=C(C=C(C=C1)NS(=O)(=O)C1=C(C=CC=C1)OC(F)(F)F)C)CC